BrCC1=C(C(=CC=C1)C1CCC(CC1)C(F)(F)F)CC(=O)OC methyl 2-(2-(bromomethyl)-6-(4-(trifluoromethyl)cyclohexyl)phenyl)acetate